C(C=C)(=O)N1C[C@@H](N(C[C@H]1C)C=1C2=C(N(C(N1)=O)C=1C(=NC=CC1SC)C(C)C)N=C(C(=C2)F)Cl)C 4-((2S,5R)-4-propenoyl-2,5-dimethylpiperazin-1-yl)-7-chloro-6-fluoro-1-(2-isopropyl-4-(methylthio)pyridin-3-yl)pyrido[2,3-d]pyrimidin-2(1H)-one